C(C)C=1C=CC2=CC=CC=C2C1 3-ethylnaphthalene